3-fluorophenyl-1,2,4-triazin-3-amine FC=1C=C(C=CC1)C=1N=C(N=NC1)N